(E,Z)-tetradec-4,10-dien-1-yl acetate C(C)(=O)OCCC\C=C\CCCC\C=C/CCC